pyridin-2-yl-(o-tolyl)methanol N1=C(C=CC=C1)C(O)C1=C(C=CC=C1)C